C1(CC1)NCC1(CN(CC1)C(=O)OC(C)(C)C)F tert-butyl 3-((cyclopropylamino) methyl)-3-fluoropyrrolidine-1-carboxylate